FC(COS(=O)(=O)C1=CC=C(C)C=C1)(F)F p-toluenesulfonic acid (2,2,2-trifluoroethyl) ester